BrC=1C=CC2=C(C(=C(O2)CC)COC2=C(C=CC(=C2)OC)CC(=O)OCC)C1 ethyl 2-(2-((5-bromo-2-ethylbenzofuran-3-yl)methoxy)-4-methoxyphenyl)acetate